OC1=C(C=CC=C1)C=1N=NC2=CC=C(C=C2C1)C1CN(C1)C(C)=O 1-{3-[3-(2-hydroxyphenyl)cinnolin-6-yl]azetidin-1-yl}ethanone